(R)-4-benzyl-3-((S)-2-((6-chloro-5-fluoropyridin-3-yl)methyl)-5-((3-(5-methylpyridazin-4-yl)-1H-pyrazol-5-yl)amino)pentanoyl)oxazolidin-2-one C(C1=CC=CC=C1)[C@H]1N(C(OC1)=O)C([C@@H](CCCNC1=CC(=NN1)C1=CN=NC=C1C)CC=1C=NC(=C(C1)F)Cl)=O